ClCCCC(CC(CC(CC(CC(CC(CC(CCCC(OCCCCCCCCC)OC(CCCC(CC(CC(CC(CC(CC(CC(CCCCl)C)C)C)C)C)C)C)OCCCCCCCCC)C)C)C)C)C)C)C 19-chloro-4,6,8,10,12,14,16-heptamethyl-nonadecyl-nonoxymethyl ether